(3-chloro-4-methoxyphenyl)cyclohexanecarboxamide ClC=1C=C(C=CC1OC)C1(CCCCC1)C(=O)N